N-(3,5-dichloro-4-((4-oxo-3,4-dihydro-phthalazin-1-yl)oxy)phenyl)-5-oxo-4,5-dihydro-1,3,4-oxadiazole-2-carboxamide ClC=1C=C(C=C(C1OC1=NNC(C2=CC=CC=C12)=O)Cl)NC(=O)C=1OC(NN1)=O